5-Ethynyl-8-methyl-2-{[4-(4-methylpiperazin-1-yl)phenyl]amino}pyrido[2,3-d]pyrimidin-7-one C(#C)C1=CC(N(C=2N=C(N=CC21)NC2=CC=C(C=C2)N2CCN(CC2)C)C)=O